C(C1=CC=CO1)NC1=C(C(=O)O)C=C(C(=C1)NCC1=CC=CO1)S(=O)(=O)N 2,4-di(furfurylamino)-5-aminosulfonylbenzoic acid